CC1C=C(CCN1C(=O)OC(C)(C)C)OS(=O)(=O)C(F)(F)F tert-butyl 6-methyl-4-(((trifluoromethyl)-sulfonyl)oxy)-3,6-dihydropyridine-1(2H)-carboxylate